methyl O-((2-oxabicyclo[2.2.2]octan-4-yl)methyl)-L-threoninate C12OCC(CC1)(CC2)CO[C@@H]([C@H](N)C(=O)OC)C